(S)-(4-methoxyphenyl)(pyridin-2-yl)methanol COC1=CC=C(C=C1)[C@H](O)C1=NC=CC=C1